aminofluorane NF